O=C1NC(CCC1C1=NN(C2=CC(=CC=C12)NCCC1CN(CCC1)C(=O)OC(C)(C)C)C)=O tert-butyl 3-(2-((3-(2,6-dioxopiperidin-3-yl)-1-methyl-1H-indazol-6-yl)amino)ethyl)piperidine-1-carboxylate